C(N)(=O)C=1C(=NC(=NC1)Cl)NCC1CCN(CC1)C(=O)[O-] 4-(((5-carbamoyl-2-chloropyrimidin-4-yl)amino)methyl)piperidin-1-carboxylate